N1CCC(CC1)CS(=O)(=O)N1CCN(CC1)C=1C=NC=C(C1)C(F)(F)F 1-((piperidin-4-ylmethyl)sulfonyl)-4-(5-(trifluoromethyl)pyridin-3-yl)piperazine